6-(2-amino-6-fluoro-5-(4-(2-methyl-2,7-diazaspiro[3.5]nonan-7-yl)phenyl)pyridin-3-yl)-3,4-dihydroisoquinolin-1(2H)-one NC1=NC(=C(C=C1C=1C=C2CCNC(C2=CC1)=O)C1=CC=C(C=C1)N1CCC2(CN(C2)C)CC1)F